FS(=O)O fluorosulfinic acid